1'-((3-fluoro-8-methoxy-4-oxo-4,5-dihydropyrazolo[1,5-a]quinoxalin-7-yl)methyl)-N,3'-dimethyl-1',2',3',6'-tetrahydro-[3,4'-bipyridine]-6-carboxamide FC=1C=NN2C1C(NC1=CC(=C(C=C21)OC)CN2CC(C(=CC2)C=2C=NC(=CC2)C(=O)NC)C)=O